tert-butyl N-[3-[2-[(3R,5S)-3,5-dimethyl-4-(4-piperidylmethyl)piperazin-1-yl]-4-pyridyl]-1H-indazol-5-yl]carbamate C[C@@H]1CN(C[C@@H](N1CC1CCNCC1)C)C1=NC=CC(=C1)C1=NNC2=CC=C(C=C12)NC(OC(C)(C)C)=O